FC12CC(C1)(C2)CN[C@H]2CN(CCC2)C=2C=NC(=CC2)C(C)N2N=NC(=C2)C2=NC(=CN=C2)N2CCCC2 (3R)-N-((3-fluorobicyclo[1.1.1]pentan-1-yl)methyl)-1-(6-(1-(4-(6-(pyrrolidin-1-yl)pyrazin-2-yl)-1H-1,2,3-triazol-1-yl)ethyl)pyridin-3-yl)piperidin-3-amine